FC(C(C(C(C(C(C(C(F)(F)F)(F)F)(F)F)(F)F)(F)F)(F)F)(F)F)(O)F Perfluoro-1-octanol